5-(6-((1S,6R,7R)-7-(aminomethyl)-7-(2-fluorophenyl)-3-azabicyclo[4.1.0]heptan-3-yl)-1H-pyrazolo[3,4-b]pyrazin-3-yl)-8-fluoroquinolin-2(1H)-one NC[C@@]1([C@@H]2CCN(C[C@H]12)C1=CN=C2C(=N1)NN=C2C2=C1C=CC(NC1=C(C=C2)F)=O)C2=C(C=CC=C2)F